[Cl-].[Cl-].C(C)C(C(C)(C)C)(CC)C1(C=CC=C1)[Zr+2]C1(C=CC=C1)C(C(C)(C)C)(CC)CC bis((3-ethyl-2,2-dimethylpentan-3-yl)cyclopentadienyl)zirconium dichloride